N1=C(C=CC=C1)C1C2CN(CC(C(N1C)C1=NC=CC=C1)C2=O)CC2=NC=CC=C2 2,4-bis(pyridin-2-yl)-3-methyl-7-(pyridin-2-ylmethyl)-3,7-diaza-bicyclo[3.3.1]nonan-9-one